C(C)(C)(C)OC(=O)NCC(C)NC1=C(C(N(C2=CC=C(C=C12)[N+](=O)[O-])C)=O)C(=O)OCC ethyl 4-((1-((tert-butoxycarbonyl) amino) propan-2-yl) amino)-1-methyl-6-nitro-2-oxo-1,2-dihydroquinoline-3-carboxylate